The molecule is a 3beta-sterol having the structure of campestanol with a hydroxy group at the 6alpha-position. It derives from a campestanol. C[C@H](CC[C@@H](C)C(C)C)[C@H]1CC[C@@H]2[C@@]1(CC[C@H]3[C@H]2C[C@@H]([C@@H]4[C@@]3(CC[C@@H](C4)O)C)O)C